FC(OC=1C=CC(=C(C1)C1=NN(C=2CC(CCC12)C(=O)NC1(CS(C1)(=O)=O)C)[C@H](C(F)F)C)F)F (5-(difluoromethoxy)-2-fluorophenyl)-1-((S)-1,1-difluoropropan-2-yl)-N-(3-methyl-1,1-dioxidothietan-3-yl)-4,5,6,7-tetrahydro-1H-indazole-6-carboxamide